N[SiH3].[Na].[Na].[Na] trisodium aminosilane